C[C@@H]1N[C@@H](CCC1)C 2,6cis-dimethylpiperidine